5-(3-((4-((1r,4r)-4-(4-amino-3-(4-phenoxyphenyl)-1H-pyrazolo[3,4-d]pyrimidin-1-yl)cyclohexyl)piperazin-1-yl)methyl)pyrrolidin-1-yl)-2-(2,6-dioxopiperidin-3-yl)isoindoline NC1=C2C(=NC=N1)N(N=C2C2=CC=C(C=C2)OC2=CC=CC=C2)C2CCC(CC2)N2CCN(CC2)CC2CN(CC2)C=2C=C1CN(CC1=CC2)C2C(NC(CC2)=O)=O